[(4-oxo-1-phenylpentan-2-ylidene)amino] benzenesulfonate C1(=CC=CC=C1)S(=O)(=O)ON=C(CC1=CC=CC=C1)CC(C)=O